C(C)OC(C(CCCCCBr)(C)C)=O.NC1=NN(C=C1C(=O)N)[C@H]1COCC[C@@H]1C#N 3-amino-1-[(3R,4S)-4-cyanotetrahydropyran-3-yl]pyrazole-4-carboxamide ethyl-7-bromo-2,2-dimethylheptanoate